P(=O)(OCC(F)(F)F)(OCC(F)(F)F)OCC(F)(F)F Tri(2,2,2-trifluoroethyl) phosphate